(4-acetyl-5-bromo-6-methoxy-3-pyridinyl)-2-(3,4-difluoro-2-methoxy-phenoxy)-5-fluoro-4-(trifluoromethyl)benzamide palladium platinum copper indium [In].[Cu].[Pt].[Pd].C(C)(=O)C1=C(C=NC(=C1Br)OC)C=1C(=C(C(=O)N)C=C(C1C(F)(F)F)F)OC1=C(C(=C(C=C1)F)F)OC